CC(CCN1C2=CC=CC=C2C=2C=CC=CC12)C N-(3-methylbutyl)carbazole